(S)-(4-(difluoromethyl)-2-(4-methylpiperazin-1-yl)oxazol-5-yl)(4-(5-fluorobenzo[d]oxazol-2-yl)-6,7-dihydro-1H-imidazo[4,5-c]pyridin-5(4H)-yl)methanone FC(C=1N=C(OC1C(=O)N1[C@@H](C2=C(CC1)NC=N2)C=2OC1=C(N2)C=C(C=C1)F)N1CCN(CC1)C)F